5-tert-butyl-N-[(4-imidazo[2,1-f][1,2,4]triazin-4-yl-2-methyl-phenyl)methyl]-1,2,4-oxadiazole-3-carboxamide C(C)(C)(C)C1=NC(=NO1)C(=O)NCC1=C(C=C(C=C1)C1=NC=NN2C1=NC=C2)C